ClC=1C=C2C(=CNC2=CC1)NC1=NC2=C(N1N1CCOCC1)C=CC(=C2)C(F)(F)F N-(5-Chloro-1H-indol-3-yl)-1-morpholino-5-(trifluoromethyl)-1H-benzo[d]imidazol-2-amine